ethyl trans-2-(chlorocarbonyl)cyclopentane-1-carboxylate ClC(=O)[C@H]1[C@@H](CCC1)C(=O)OCC